OC1=CC=C(CN2C(CCC3=CC=CC=C23)=O)C=C1 1-(4-hydroxybenzyl)-3,4-dihydroquinolin-2(1H)-one